BrC=1C(=C(C=C(C1)OCC1OCCC1)C=1C(=NN(C1C)C)C)F 4-(3-Bromo-2-fluoro-5-((tetrahydrofuran-2-yl)methoxy)phenyl)-1,3,5-trimethyl-1H-pyrazole